NC1=CC(=NC(=C1)CN1CCOCCOCCN(CCOCCOCC1)CC1=NC(=CC=C1)C(=O)O)C(=O)O 4-amino-6-[[16-[(6-carboxypyridin-2-yl)methyl]-1,4,10,13-tetraoxa-7,16-diazacyclooctadec-7-yl]methyl]pyridine-2-carboxylic acid